OCCC1CCN(CC1)CC(=O)N1CCN(CC1)C(CN1CCC(CC1)CCO)=O 2-[4-(2-hydroxyethyl)-1-piperidyl]-1-[4-[2-[4-(2-hydroxyethyl)-1-piperidyl]acetyl]piperazin-1-yl]ethanone